ClC=1C2=C(N=C(N1)N)NC=C2 4-chloro-7H-pyrrolo[2,3-d]Pyrimidin-2-amine